BrC1=CC=C(C=C1)/C=C/C(=O)N1CCN(CCC1)C(=O)C1CCC(CC1)OC (E)-3-(4-bromophenyl)-1-(4-(4-methoxycyclohexane-1-carbonyl)-1,4-diazepan-1-yl)prop-2-en-1-one